1-(4-(4-(difluoromethoxy)benzyl)-3-oxo-3,4-dihydro-2H-benzo[b][1,4]oxazin-7-yl)-3-(1H-indol-6-yl)urea FC(OC1=CC=C(CN2C3=C(OCC2=O)C=C(C=C3)NC(=O)NC3=CC=C2C=CNC2=C3)C=C1)F